4-(5-fluoro-2-methoxyphenyl)-N-(5-((5-(2-hydroxypropan-2-yl)pyridin-2-yl)methoxy)-1,3,4-thiadiazol-2-yl)-6-methylnicotinamide FC=1C=CC(=C(C1)C1=CC(=NC=C1C(=O)NC=1SC(=NN1)OCC1=NC=C(C=C1)C(C)(C)O)C)OC